COC1=CC=C(C=C1)C(CN1CC2=C(CC1)N(C=N2)C)O 1-(4-Methoxyphenyl)-2-(1-methyl-1,4,6,7-tetrahydro-5H-imidazo[4,5-C]pyridin-5-yl)ethan-1-ol